3-[[6-[3-[4-[(3R,5R)-5-[(5-chloro-1-methyl-6-oxo-pyridazin-4-yl)amino]-1-methyl-3-piperidyl]benzoyl]-3,9-diazaspiro[5.5]undecan-9-yl]-3-pyridyl]oxy]piperidine-2,6-dione ClC1=C(C=NN(C1=O)C)N[C@@H]1C[C@@H](CN(C1)C)C1=CC=C(C(=O)N2CCC3(CC2)CCN(CC3)C3=CC=C(C=N3)OC3C(NC(CC3)=O)=O)C=C1